C1(=CC=CC=C1)SC1=CC=C(C=C1)[S+]1C=2C=CC=CC2SC2=CC=CC=C12 5-[4-(phenylthio)phenyl]-thianthrenium